C(C)(C)(C)N1C=CC2=C(C=CC=C12)C[C@@H]1N=C([C@H](N=C1OC)C(C)C)OC tert-butyl-4-(((2S,5R)-5-isopropyl-3,6-dimethoxy-2,5-dihydropyrazin-2-yl)methyl)-1H-indole